1-(4-methoxybenzoyl)-N-methylpyrrolidine-3-carboxamide COC1=CC=C(C(=O)N2CC(CC2)C(=O)NC)C=C1